(3S,4aR,5S)-4a,5-Dimethyl-3-(prop-1-en-2-yl)-1,2,3,4,4a,5,6,7-octahydronaphthalene C[C@@]12C[C@H](CCC2=CCC[C@@H]1C)C(=C)C